C(#N)CC(=O)NC=1SC(=NN1)CC1=CC(=CC=C1)F 2-cyano-N-(5-(3-fluorobenzyl)-1,3,4-thiadiazol-2-yl)acetamide